C(C(=C)C)(=O)O.C1(=CC=CC=C1)C=1C(=CC=CC1)C1=CC=CC=C1 ortho-terphenyl methacrylate